[N+](=O)([O-])C=1C=C(C(=NC1)NC(CC=C)C1=CC=CC=C1)C(F)(F)F 5-nitro-N-(1-phenylbut-3-enyl)-3-(trifluoromethyl)pyridin-2-amine